ClC=1C=C2C=C(NC2=CC1C1=NC=C(N=C1)OC)CNC(=O)C1=CC=NN1C N-{[5-chloro-6-(5-methoxy-2-pyrazinyl)-2-indolyl]methyl}-1-methyl-5-pyrazolecarboxamide